(2R,4R)-1-(((9H-fluoren-9-yl)methoxy)carbonyl)-4-(4-bromobenzyl)pyrrolidine-2-carboxylic acid C1=CC=CC=2C3=CC=CC=C3C(C12)COC(=O)N1[C@H](C[C@H](C1)CC1=CC=C(C=C1)Br)C(=O)O